OCNCC(C)S(=O)(=O)O (hydroxymethyl)aminomethyl-ethanesulfonic acid